COC=1C2=C(N=C(N1)NC1CCC(CC1)C(=O)N1CCCC1)NC=C2C=2C=CC1=C(N(N=N1)C)C2 ((1s,4s)-4-((4-methoxy-5-(1-methyl-1H-benzo[d][1,2,3]triazol-6-yl)-7H-pyrrolo[2,3-d]pyrimidin-2-yl)amino)cyclohexyl)(pyrrolidin-1-yl)methanone